3-chloro-2-hydroxypropyltrimethylammonium chloride tert-butyl-4-((6-(2-amino-9-chloro-10-oxo-10H-chromeno[3,2-b]pyridin-3-yl)pyridin-3-yl)amino)piperidine-1-carboxylate C(C)(C)(C)OC(=O)N1CCC(CC1)NC=1C=NC(=CC1)C=1C=C2C(=NC1N)C(C=1C(=CC=CC1O2)Cl)=O.[Cl-].ClCC(C[N+](C)(C)C)O